The molecule is a member of the class of stilbenoids in which the para-hydrogens of stilbene are replaced by methylamino and 2-{2-[2-((18)F)fluoroethoxy]ethoxy}ethoxy) groups. A positron emission tomography imaging ligand for the detection of amyloid aggregation associated with Alzheimer disease. It has a role as a radioactive imaging agent. It is a stilbenoid, a substituted aniline, a secondary amino compound, a (18)F radiopharmaceutical, a polyether and an aromatic ether. CNC1=CC=C(C=C1)/C=C/C2=CC=C(C=C2)OCCOCCOCC[18F]